1-((benzo[c][1,2,5]thiadiazol-5-ylmethyl)amino)pyrrolidin-2-one N=1SN=C2C1C=CC(=C2)CNN2C(CCC2)=O